C1(=CC=CC=C1)S(=O)(=O)O.CC1(COC1)COC1=CC2=C(N(C=N2)C2=NC3=C(C=CC=C3C=C2)N2CCC(CC2)N)C=C1 [2-[5-[(3-Methyl-3-oxetanyl)methoxy]-1H-benzimidazol-1-yl]-8-quinolinyl]-4-piperidinamine monobenzenesulfonate